5-benzyloxypyridine-2-amine C(C1=CC=CC=C1)OC=1C=CC(=NC1)N